bis(acetylmethyl)tetrasiloxane C(C)(=O)C[SiH](O[SiH](O[SiH3])CC(C)=O)O[SiH3]